5-(3-methoxyazetidin-1-yl)-2-(trifluoromethyl)pyridin COC1CN(C1)C=1C=CC(=NC1)C(F)(F)F